cetyl-pyrimidyl chloride C(CCCCCCCCCCCCCCC)C1=NC(=NC=C1)Cl